1-(5-bromopyridin-2-yl)piperidin-2-one BrC=1C=CC(=NC1)N1C(CCCC1)=O